N-[(1S)-2-[[(1S)-2-amino-2-oxo-1-[[(3S)-2-oxo-3-piperidyl]methyl]ethyl]amino]-1-(cyclopropylmethyl)-2-oxo-ethyl]-5-chloro-1H-indole-2-carboxamide NC([C@H](C[C@H]1C(NCCC1)=O)NC([C@H](CC1CC1)NC(=O)C=1NC2=CC=C(C=C2C1)Cl)=O)=O